dipalmityl-hydroxyethylammonium C(CCCCCCCCCCCCCCC)[NH+](CCO)CCCCCCCCCCCCCCCC